NC=1C(=CC(=C(C1)NC1=NC=C(C(=N1)N1C(C(C2=NC(=CC=C21)C)(C)C)([2H])[2H])C(=O)OC(C)C)OC)N2CCN(CC2)C2CC2 isopropyl 2-((5-amino-4-(4-cyclopropyl-piperazin-1-yl)-2-methoxyphenyl) amino)-4-(3,3,5-trimethyl-2,3-dihydro-1H-pyrrolo[3,2-b]pyridin-1-yl-2,2-d2)pyrimidine-5-carboxylate